5-fluoro-8-(4-fluorophenyl)-9-(1-cyclobutyl-2,4-imidazolinedione-3-yl)-8,9-dihydro-2H-pyrido[4,3,2-de]phthalazine-3(7H)-one-7-carboxylic acid tert-butyl ester C(C)(C)(C)OC(=O)N1C(C(C2=NNC(C=3C=C(C=C1C23)F)=O)N2C(N(CC2=O)C2CCC2)=O)C2=CC=C(C=C2)F